3-(2-fluorophenyl)-6,7,7a,8,10,11-hexahydro-9H-pyrazino[1,2-d]pyrido[3,2-b][1,4]oxazepin FC1=C(C=CC=C1)C1=CC=2OCCC3N(C2N=C1)CCNC3